C(C)(C)(C)C1=CC(=NO1)NC(=O)NC1=CC=C(C=C1)N1C=NC=2C1=NC=CC2C 1-(5-tert-butyl-isoxazol-3-yl)-3-[4-(7-methylimidazo[4,5-b]pyridin-3-yl)-phenyl]-urea